FC1(C(C1)CN1N=CC(=C1)C1=C(N=C2N(C1=O)C=C(N2C)C)C(F)(F)F)F 6-{1-[(2,2-difluorocyclopropyl)methyl]-1H-pyrazol-4-yl}-1,2-dimethyl-7-(trifluoromethyl)-1H,5H-imidazo[1,2-a]pyrimidin-5-one